ClC=1C=CC2=C(CC(C=3C(=NC=CC3)C2)O)C1 8-chloro-5-hydroxy-5,6-dihydro-11H-benzo[5,6]cyclohepta[1,2-b]pyridine